3-tertiary butyl-adipic acid C(C)(C)(C)C(CC(=O)O)CCC(=O)O